[Y].[Al].[Cr].[Co] Cobalt-Chromium-Aluminum-Yttrium